7-(4-(6-(difluoromethyl)imidazo[1,2-b]pyridazin-3-yl)pyridin-2-yl)-5,6,7,8-tetrahydro-[1,2,4]triazolo[4,3-a]pyrazin FC(C=1C=CC=2N(N1)C(=CN2)C2=CC(=NC=C2)N2CC=1N(CC2)C=NN1)F